(4-bromophenoxy)-2,6-dimethylpiperidine-1-carboxylate BrC1=CC=C(OC2(N(C(CCC2)C)C(=O)[O-])C)C=C1